C1(CC1)C1=CC=2C(=NC=CC2B(O)O)N1 2-CYCLOPROPYL-1H-PYRROLO[2,3-B]PYRIDIN-4-YLBORONIC ACID